tert-butyl ((3S,5R)-1-(7-carbamoyl-5-fluoro-2-methyl-1H-indol-4-yl)-5-fluoropiperidin-3-yl)carbamate C(N)(=O)C=1C=C(C(=C2C=C(NC12)C)N1C[C@H](C[C@H](C1)F)NC(OC(C)(C)C)=O)F